5-(3,9-diazabicyclo[3.3.1]nonan-9-yl)-9-(4-chloro-2-methyl-2H-indazol-5-yl)-7H-imidazo[1,2-c]pyrrolo[3,2-e]pyrimidine C12CNCC(CCC1)N2C2=NC1=C(C=3N2C=CN3)C(=CN1)C1=C(C3=CN(N=C3C=C1)C)Cl